2-(methoxymethyl)-2-methyl-N'-trityl-2,3-dihydropyrazolo[5,1-b]oxazole-7-sulfonimidamide COCC1(CN2C(O1)=C(C=N2)S(=O)(N)=NC(C2=CC=CC=C2)(C2=CC=CC=C2)C2=CC=CC=C2)C